(7-fluoro-1H-indol-6-yl)((2R,6R)-4-(2-fluoro-4-methoxybenzoyl)-2,6-dimethylpiperazin-1-yl)methanone FC=1C(=CC=C2C=CNC12)C(=O)N1[C@@H](CN(C[C@H]1C)C(C1=C(C=C(C=C1)OC)F)=O)C